ClC1=C(C=C(C=C1)C1=CN(C(C=C1)=O)C(C)C)C[C@@H](C(=O)NC1=CC=C(C=C1)C=1N(N=CC1C)C)NC(CC1CC1)=O (2S)-3-[2-chloro-5-(1-isopropyl-6-oxo-3-pyridyl)phenyl]-2-[(2-cyclopropylacetyl)amino]-N-[4-(2,4-dimethylpyrazol-3-yl)phenyl]propanamide